O1CCOC12CCN(CC2)C2=C(SC=C2)C=O 3-(1,4-dioxa-8-azaspiro[4.5]decane-8-yl)thiophene-2-carbaldehyde